4-FORMYL-1-PIPERIDINECARBOXYLIC ACID METHYL ESTER COC(=O)N1CCC(CC1)C=O